2-[4-({6-[(1R,2S)-5'-methoxy-2'-oxo-1',2'-dihydrospiro[cyclopropane-1,3'-indol]-2-yl]-1H-indazol-3-yl}amino)-5-methyl-1H-pyrazol-1-yl]-2-methylpropanenitrile COC=1C=C2[C@]3(C(NC2=CC1)=O)[C@@H](C3)C3=CC=C1C(=NNC1=C3)NC=3C=NN(C3C)C(C#N)(C)C